3-iodo-5-methoxy-1-((2-(trimethylsilyl)ethoxy)methyl)-1H-pyrazolo[3,4-c]Pyridine IC1=NN(C2=CN=C(C=C21)OC)COCC[Si](C)(C)C